[Si](C)(C)(C(C)(C)C)OC1(CC1)COC1=NN2C(C(=CC=C2)C=2C=NC(=CC2)F)=C1C#N (1-((Tert-butyldimethylsilyloxy)cyclopropyl)methoxy)-4-(6-fluoropyridin-3-yl)pyrazolo[1,5-a]pyridine-3-carbonitrile